5-bromo-6-fluoro-3-(3-hydroxy-3-methylbutyl)-1-methyl-1,3-dihydro-2H-benzo[d]imidazol-2-one BrC1=CC2=C(N(C(N2CCC(C)(C)O)=O)C)C=C1F